C(C)(C)(C)C=1C=C(CN2CC3=CC=CC=C3C2)C=C(C1O)C(C)(C)C 2-[3,5-di(tert-butyl)-4-hydroxybenzyl]Isoindoline